ClC1=NC2=C3C(=CC=C2C(=C1)Cl)C=CC=C3 2,4-Dichlorobenzo[h]quinoline